C(C)(C)(C)OC(=O)N1CC(C(=CC1)C1=CC=CC=2N(CCOC21)C(=O)OCC2=CC=CC=C2)(F)F benzyl 8-(1-tert-butoxy carbonyl-3,3-difluoro-2,6-dihydropyridin-4-yl)-2,3-dihydro-1,4-benzoxazine-4-carboxylate